ClC1=C(C=C(C=C1)C(=O)N1CCC(CC1)OCCCN1CCNCC1)N1CNCC=C1 1-(2-Chloro-5-(4-(3-(piperazin-1-yl)propoxy)piperidine-1-carbonyl)phenyl)dihydropyrimidine